C(C)(C)(C)OC(=O)NCC=O N-t-Butoxycarbonyl-2-aminoacetaldehyde